N-(3-cyano-4,5,6,7-tetrahydrobenzo[b]thiophen-2-yl)-N-ethyl-1-naphthamide C(#N)C=1C2=C(SC1N(C(=O)C1=CC=CC3=CC=CC=C13)CC)CCCC2